N[C@@H](C(=O)OC)CC1=CC=C(C=C1)CC1=CC=C(C=C1)C=O METHYL (2R)-2-AMINO-3-(4-[(4-FORMYLPHENYL)METHYL]PHENYL)PROPANOATE